(S)-(3R,4R)-6-chloro-N-[1-(2,2-difluorocyclopropyl)-5-methyl-1H-pyrazol-4-yl]-7-[(3R,4R)-3-fluoro-1-(oxetan-3-yl)piperidin-4-yl]quinazolin-2-amine ClC=1C=C2C=NC(=NC2=CC1[C@@H]1[C@H](CN(CC1)C1COC1)F)NC=1C=NN(C1C)[C@@H]1C(C1)(F)F